C1(CC1)CN[C@H]1[C@@H](C1)C=1C=C(SC1C)C(=O)NC=1SC(=NN1)C 4-((1S,2R)-2-((cyclopropylmethyl)amino)cyclopropyl)-5-methyl-N-(5-methyl-1,3,4-thiadiazol-2-yl)thiophene-2-carboxamide